2-(2-chloro-6-fluorophenyl)-N-[4-(4-Cyano-1H-pyrazol-1-yl)-3-sulfamoylphenyl]acetamide ClC1=C(C(=CC=C1)F)CC(=O)NC1=CC(=C(C=C1)N1N=CC(=C1)C#N)S(N)(=O)=O